CC1=C(C=NC=C1)C=1C=CC2=C(OCC(N2)=O)C1 7-(4-Methylpyridin-3-yl)-2H-benzo[b][1,4]oxazin-3(4H)-one